3-cyclopropyl-1,2,4-thiadiazole-5-amine C1(CC1)C1=NSC(=N1)N